3-cyclopropyl-N6-(pentan-3-yl)-N8-(pyrazin-2-yl)-[1,2,4]triazolo[4,3-b]pyridazine-6,8-diamine C1(CC1)C1=NN=C2N1N=C(C=C2NC2=NC=CN=C2)NC(CC)CC